C(CCCCCCC(=O)OC(CCCCCCC)C)(=O)OCC1(COC(OC1)(C)C)COC(CCCCCCC(=O)OC(CCCCCCC)C)=O [[2,2-dimethyl-5-[[8-(1-methyloctoxy)-8-oxo-octanoyl]oxymethyl]-1,3-dioxan-5-yl]methyl] O8-(1-methyloctyl) octanedioate